ethyl (R)-3-(2-((tert-butyldiphenylsilyl)oxy)ethyl)-2-((R)-tert-butylsulfinyl)-4-phenyl-2,3-dihydro-1H-pyrrolo[3,4-c]pyridine-6-carboxylate [Si](C1=CC=CC=C1)(C1=CC=CC=C1)(C(C)(C)C)OCC[C@H]1N(CC2=C1C(=NC(=C2)C(=O)OCC)C2=CC=CC=C2)[S@](=O)C(C)(C)C